4-(2-methoxyphenyl)-2-[6-(trifluoromethoxy)pyridin-3-yl]-2,3-dihydro-1H-pyrrolo[3,4-c]pyridin-1-one COC1=C(C=CC=C1)C1=NC=CC2=C1CN(C2=O)C=2C=NC(=CC2)OC(F)(F)F